(E)-11-Methyl-octadeca-12-enoic acid CC(CCCCCCCCCC(=O)O)\C=C\CCCCC